C(C)(C)(C)OC(NC1=NC(=C(C=C1)C1=CCCC1)CN(C)C)=O (5-(Cyclopent-1-en-1-yl)-6-((dimethylamino)methyl)pyridin-2-yl)carbamic acid tert-butyl ester